C(C=C)(=O)NCCC1=CC(O)=C(O)C=C1 acrylyl-dopamine